C(C)(C)(C)N(C(O)=O)[C@@H]1C[C@H](C1)NC(=O)N1[C@H](C2=CC=CC=C2CC1)C1=CC=C(C=C1)F.C(C1=CC=CC=C1)N1C[C@@H](OCC1)C=1C=NN(C1)CC1=CC=CC=C1 (S)-4-benzyl-2-(1-benzyl-1H-pyrazol-4-yl)morpholine tert-butyl-(trans-3-((S)-1-(4-fluorophenyl)-1,2,3,4-tetrahydroisoquinoline-2-carboxamido)cyclobutyl)carbamate